N1N=NN=C1CCCC(=O)O 4-(1H-tetrazol-5-yl)butanoic acid